tert-butyl 4-(3-((5-(5-(difluoromethyl)-1,3,4-oxadiazole-2-yl)pyridine-2-yl)methyl)-5-fluoro-2-oxo-2,3-dihydro-1H-benzo[d]imidazole-1-yl)piperidine-1-carboxylate FC(C1=NN=C(O1)C=1C=CC(=NC1)CN1C(N(C2=C1C=C(C=C2)F)C2CCN(CC2)C(=O)OC(C)(C)C)=O)F